N[C@H](CCO)C(=O)[O-] D-homoserinate